Cl.CN1C=C(C(C(=C1)C1=CC=CC=C1)=O)C(=O)N 1-methyl-4-oxo-5-phenylpyridine-3-carboxamide hydrochloride